C[C@@H]1CC[C@H]([C@@H](C1)O)C(C)C (-)-menthol